CN1C[C@H]([C@@H](CC1)C1=C(C=C(C=C1OC)OC)OC)O (3S,4S)-1-methyl-4-(2,4,6-trimethoxyphenyl)piperidin-3-ol